C1(CCC1)C=1C(=NN(C1C1=CC=C(C=C1)F)C)NC(CCC(C(F)(F)F)(F)F)=O N-(4-cyclobutyl-5-(4-fluorophenyl)-1-methyl-1H-pyrazol-3-yl)-4,4,5,5,5-pentafluoropentanamide